(2-thienyl)pyridine phenyl-(3-(2-methoxypyridin-4-yl)-6-(trifluoromethyl)pyrazin-2-yl)carbamate C1(=CC=CC=C1)N(C(O)=O)C1=NC(=CN=C1C1=CC(=NC=C1)OC)C(F)(F)F.S1C(=CC=C1)C1=NC=CC=C1